O1CCC(CC1)OC1=NC2=CC=C(C=C2C=C1)CO (2-((tetrahydro-2H-pyran-4-yl)oxy)quinoline-6-yl)methanol